BrC=1C(=C(C=CC1)C(C(=O)O)CCC(CCNC)(C)C)F 2-(3-bromo-2-fluorophenyl)-5,5-dimethyl-7-(methylamino)heptanoic acid